(R)-1-(4-methoxyphenyl)-1-(5-methyl-2-benzoxazolyl)-1-ethanol COC1=CC=C(C=C1)[C@@](C)(O)C=1OC2=C(N1)C=C(C=C2)C